9-((3R,4R)-4-fluoropyrrolidin-3-yl)-7-methyl-2-((7-methylquinolin-6-yl)amino)-7,9-dihydro-8H-purin F[C@H]1[C@@H](CNC1)N1C2=NC(=NC=C2N(C1)C)NC=1C=C2C=CC=NC2=CC1C